[N-]=C=O.CS(=O)C dimethyl sulfoxide isocyanate